CN1N=C(C(=C1O[C@H](CN(C(C)C)CC=1N(N=C(C1I)C)C)C)C=1C=C2C(=C(N1)C)N(N=C2C=C)C2OCCCC2)C (2S)-2-[2,5-dimethyl-4-(7-methyl-1-tetrahydropyran-2-yl-3-vinyl-pyrazolo[3,4-c]pyridin-5-yl)pyrazol-3-yl]oxy-N-[(4-iodo-2,5-dimethyl-pyrazol-3-yl)methyl]-N-isopropyl-propan-1-amine